NC12CC(C=3C=CC=C(C13)C(C2(F)F)(F)F)F 2a-amino-1,3,3,4,4-pentafluoro-2,2a,3,4-tetrahydro-1H-cyclopenta[cd]inden